OC1CCN(CC1)CCNC(=O)C1=NC=CN=C1 N-(2-(4-hydroxypiperidin-1-yl)ethyl)pyrazine-2-carboxamide